ethyl-nickel bromide C(C)[Ni]Br